ClC=1C=NC=2N(C1)N=CC2C(=O)NC=2C(=CC1=C(C[C@@](O1)(C)CO)C2)N2CCN(CC2)CC(F)F (S)-6-Chloro-N-(6-(4-(2,2-difluoroethyl)piperazin-1-yl)-2-(hydroxymethyl)-2-methyl-2,3-dihydrobenzofuran-5-yl)pyrazolo[1,5-a]pyrimidine-3-carboxamide